(E)-4-(phenylazo)benzonitrile C1(=CC=CC=C1)\N=N\C1=CC=C(C#N)C=C1